4-(3-cyclopropyl-1-((3,3-difluorocyclobutyl)methyl)-4-(trifluoromethyl)-1H-pyrazole-5-carboxamido)picolinamide C1(CC1)C1=NN(C(=C1C(F)(F)F)C(=O)NC1=CC(=NC=C1)C(=O)N)CC1CC(C1)(F)F